CO[C@@H]1C([C@H]2OC(OC[C@H]2O[C@@H]1CN)(C)C)N1N=NC(=C1)C1=CC(=C(C(=C1)F)F)F ((4aR,6R,7R,8aR)-7-methoxy-2,2-dimethyl-8-(4-(3,4,5-trifluorophenyl)-1H-1,2,3-triazol-1-yl)hexahydropyrano[3,2-d][1,3]dioxin-6-yl)methylamine